Dioxocyclopentene O=C1CC(C=C1)=O